(3-aminophenyl)-1-(3,4,5-trimethoxyphenyl)-3,4-dihydropyrrolo[1,2-a]pyrazine NC=1C=C(C=CC1)C1N=C(C=2N(C1)C=CC2)C2=CC(=C(C(=C2)OC)OC)OC